C(#N)C=1N=C(N(C1)COCC[Si](C)(C)C)C(=O)NC=1C(=NC(=CC1)C1CC2(CCC(C1)(O2)C)C)C2=CCC(CC2)(C)C 4-cyano-N-[2-(4,4-dimethylcyclohexen-1-yl)-6-[1,5-dimethyl-8-oxabicyclo[3.2.1]octan-3-yl]-3-pyridyl]-1-(2-trimethylsilylethoxymethyl)imidazole-2-carboxamide